BrC=1C=C(C(=O)OC)C=CC1C#N methyl 3-bromo-4-cyanobenzoate